dipentaerythritol hexa(mercaptopropionate) SC(C(=O)OCC(COC(C(C)S)=O)(COCC(COC(C(C)S)=O)(COC(C(C)S)=O)COC(C(C)S)=O)COC(C(C)S)=O)C